(R)-2-(4-isopropyl-5-(8-methoxy-[1,2,4]triazolo[1,5-a]pyridin-6-yl)-1H-pyrazol-3-yl)-5-(2-methyl-4-(oxetan-3-yl)piperazin-1-yl)thiazole C(C)(C)C=1C(=NNC1C=1C=C(C=2N(C1)N=CN2)OC)C=2SC(=CN2)N2[C@@H](CN(CC2)C2COC2)C